2-(2-(2-bromophenyl)-3-oxopiperazin-1-yl)-7-azaspiro[3.5]Nonane-7-carboxylic acid tert-butyl ester C(C)(C)(C)OC(=O)N1CCC2(CC(C2)N2C(C(NCC2)=O)C2=C(C=CC=C2)Br)CC1